(5-(4-cyclohexyl-3-(trifluoromethyl)phenyl)-1,2,4-oxadiazol-3-yl)2,3-dihydroindole-5-carbaldehyde C1(CCCCC1)C1=C(C=C(C=C1)C1=NC(=NO1)C1NC2=CC=C(C=C2C1)C=O)C(F)(F)F